C1C(\C=C\CCCCCCCCCC)C(=O)OC1=O trans-3-tetradecene-1,2-dicarboxylic anhydride